2-(5-bromo-3-hydroxy-2-(isobutyryloxy)benzylideneamino)-3-(4-hydroxyphenyl)propanoic acid BrC=1C=C(C(=C(C=NC(C(=O)O)CC2=CC=C(C=C2)O)C1)OC(C(C)C)=O)O